C(CCCCCCC)C(C(=O)OCCCCCCCN(CCCCCC(=O)OCCCCCCCCCCC)CCNC(CCC(NCCN(CCCCCC(=O)OCCCCCCCCCCC)CCCCCCCOC(C(CCCCCCCC)CCCCCCCC)=O)=O)=O)CCCCCCCC diundecyl 7,18-bis(7-((2-octyldecanoyl)oxy)-heptyl)-11,14-dioxo-7,10,15,18-tetra-azatetracosanedioate